N[C@@]1([C@@H](O[C@@H]([C@H]1O)CO)N1C=NC=2C(=O)NC(N)=NC12)O 2'-amino-guanosine